N-methyl-N-hydroxymethyl-2-((3-((E)-2-(2-pyridyl)vinyl)-1-t-butoxycarbonyl-1H-indazol-6-yl)thio)benzamide 2,5-dimethylpyridinoleate (erucylerucate) C(CCCCCCCCCCC\C=C/CCCCCCCC)C(C(=O)O)CCCCCCCCCC\C=C/CCCCCCCC.CC1(NC=C(C=C1)C)CCCCCCCC\C=C/CCCCCCCC(=O)O.CN(C(C1=C(C=CC=C1)SC1=CC=C2C(=NN(C2=C1)C(=O)OC(C)(C)C)\C=C\C1=NC=CC=C1)=O)CO